C(C)OP(=O)(OCC)C(C(=O)OC(C)(C)C)CC1=NC(=NO1)C1(CC1)C1=CC=C(C=C1)SC(F)(F)F tert-butyl 2-(diethoxyphosphoryl)-3-(3-(1-(4-((trifluoromethyl)thio)phenyl)cyclopropyl)-1,2,4-oxadiazol-5-yl)propanoate